FC=1C(=NN(C1)C(C)(CCO)C)S(=O)(=O)N(CC1=CC=C(C=C1)OC)CC1=CC=C(C=C1)OC 4-fluoro-1-(4-hydroxy-2-methylbutan-2-yl)-N,N-bis(4-methoxy-benzyl)-1H-pyrazole-3-sulfonamide